C12(CC3CC(CC(C1)C3)C2)NCC2=CC=C(C(=O)NC3=CC=CC=1N(C(N(C13)C)=O)C1C(NC(CC1)=O)=O)C=C2 4-(((adamantan-1-yl)amino)methyl)-N-(1-(2,6-dioxopiperidin-3-yl)-3-methyl-2-oxo-2,3-dihydro-1H-benzo[d]imidazol-4-yl)benzamide